OCC=1C=CC=2N(C1)N=CC2C2CCN(CC2)C(=O)OC(C)(C)C tert-butyl 4-(6-(hydroxymethyl)pyrazolo[1,5-a]pyridin-3-yl)piperidine-1-carboxylate